1,3-dicyclohexyl-thiourea C1(CCCCC1)NC(=S)NC1CCCCC1